2-[(1Z)-5-fluoro-2-methyl-1-{[4-(propan-2-yl)phenyl]methylidene}-1H-inden-3-yl]propanoic acid FC=1C=C2C(=C(/C(/C2=CC1)=C/C1=CC=C(C=C1)C(C)C)C)C(C(=O)O)C